1-(2,4-Dimethyl-4-tricyclo[5.2.1.01,5]decanyl)ethylacetat CC1C23C(C(C1)(C)C(C)OC(C)=O)CC(CC2)C3